3-((4-(4-fluoro-2-methyl-1H-indol-5-yloxy)-6-methoxyquinolin-7-yloxy)methyl)-N-methylcyclobutylamine FC1=C2C=C(NC2=CC=C1OC1=CC=NC2=CC(=C(C=C12)OC)OCC1CC(C1)NC)C